bis((3s,5s,7s)-adamantan-1-yl)(butyl)phosphine C12(CC3CC(CC(C1)C3)C2)P(CCCC)C23CC1CC(CC(C2)C1)C3